NC1=C(C=CC(=C1)OCC1=NC=C(C=C1)OC)O 2-amino-4-[(5-methoxypyridin-2-yl)methoxy]Phenol